FC1=C(C(=CC=C1)F)C1=NC=2C=CNC(C2C(=C1)NC1=CC=C(C(=O)NCC)C=C1)=O 4-[[2-(2,6-difluoro-phenyl)-5-oxo-6H-1,6-naphthyridin-4-yl]amino]-N-ethyl-benzamide